C[Se]C1=C(C=CC=C1)N(C1=CC=CC=C1)S(=O)(=O)C1=CC=CC=C1 methyl-(2-(phenylsulfonylanilino) phenyl) selenoether